Indazole-7-carboxamide N1N=CC2=CC=CC(=C12)C(=O)N